CC1=NC(=CC(=C1)N1CC2(CC1)N(C(CN(C2=O)C(C)C)=O)CC2=CC=C(C=C2)C(F)(F)F)C 2-(2,6-dimethylpyridin-4-yl)-9-isopropyl-6-(4-(trifluoromethyl)benzyl)-2,6,9-triazaspiro[4.5]decane-7,10-dione